3-methyl-peroxy-2-methyl-peroxy-3-n-butyl peroxide CC1(C(C)C)COOOOOO1